6-bromo-2,3-dimethyl-2H-indazole BrC=1C=CC2=C(N(N=C2C1)C)C